C1(=CC=CC2=CC=CC=C12)N(C1=CC=C(C=C1)C1=CC=C(C=C1)NC1=CC=CC=C1)C1=CC=CC=C1 N'-(1-naphthyl)-N,N'-diphenyl-4,4'-biphenyldiamine